tert-Butyl (S)-2-((2S,3S)-5-chloro-6-fluoro-3-methoxy-2-phenyl-4-(4,4,5,5-tetramethyl-1,3,2-dioxaborolan-2-yl)-2,3-dihydrobenzofuran-2-yl)pyrrolidine-1-carboxylate ClC=1C(=CC2=C([C@@H]([C@](O2)(C2=CC=CC=C2)[C@H]2N(CCC2)C(=O)OC(C)(C)C)OC)C1B1OC(C(O1)(C)C)(C)C)F